(R)-6-(3-(2-(3-hydroxy-1-methyl-2-oxopyrrolidin-3-yl)thiazol-5-yl)phenyl)pyridineamide O[C@]1(C(N(CC1)C)=O)C=1SC(=CN1)C=1C=C(C=CC1)C1=CC=CC(=N1)C(=O)N